CC1=CC=C(C=C1)S(=O)(=O)OCCC1CC2=CC=C(C=C2C12OCCO2)Cl 2-(6-chloro-2,3-dihydrospiro[indene-1,2'-[1,3]dioxolan]-2-yl)ethyl 4-methylbenzenesulfonate